FC1=C(/C=C/C2=CC=C(N(C)C)C=C2)C=CC(=C1)F (E)-4-(2,4-difluorostyryl)-N,N-dimethylaniline